2-(7-((2S,5R)-4-(1-(benzo[d]thiazol-5-yl)ethyl)-2,5-diethylpiperazin-1-yl)-4-methyl-5-oxo-4,5-dihydropyrazolo[1,5-a]pyrimidin-2-yl)acetonitrile S1C=NC2=C1C=CC(=C2)C(C)N2C[C@@H](N(C[C@H]2CC)C2=CC(N(C=1N2N=C(C1)CC#N)C)=O)CC